FC=1C=C(C=CC1C1=NC=2C=CNC(C2C(=C1)NC1=NC=C(C=C1)N1CCOCC1)=O)NC(=O)C1CCCCC1 N-[3-fluoro-4-[4-[(5-morpholino-2-pyridyl)amino]-5-oxo-6H-1,6-naphthyridin-2-yl]phenyl]cyclohexanecarboxamide